C1(CC1)C1=CC=C2C(NC(N(C2=C1)C1=CC=2N(C=C1)C=CN2)=O)=O 7-Cyclopropyl-1-(imidazo[1,2-a]pyridin-7-yl)quinazoline-2,4(1H,3H)-dione